BrC1=NC2=C(C=CC=C2C(N1C1CC1)=O)F bromo-3-cyclopropyl-8-fluoroquinazolin-4-one